(6S)-6-[2-Chloro-3-(2,4,5-trifluoroanilino)phenyl]-2-imino-6-methyl-3-(tetrahydropyran-4-yl)hexahydropyrimidin-4-one ClC1=C(C=CC=C1NC1=C(C=C(C(=C1)F)F)F)[C@@]1(CC(N(C(N1)=N)C1CCOCC1)=O)C